3,4-dihydro-2H-benzo[e][1,2]oxaborinine-8-carboxylic acid O1BCCC2=C1C(=CC=C2)C(=O)O